Yttrium Barium Copper Oxide yttrium barium copper [Cu].[Ba].[Y].[Cu]=O.[Ba].[Y]